3-[[(3R,4R)-4-[4-Chloro-2-(5-fluoro-2-pyridyl)-1H-imidazol-5-yl]-3-methyl-1-piperidyl]sulfonyl]-N-(oxetan-3-yl)propenamide ClC=1N=C(NC1[C@H]1[C@H](CN(CC1)S(=O)(=O)C=CC(=O)NC1COC1)C)C1=NC=C(C=C1)F